benzyl 6-[4-(ethoxycarbonyl)-1,5-dimethylpyrrol-2-yl]-7-{[(3S)-3-(piperidin-1-ylmethyl)-3,4-dihydro-1H-isoquinolin-2-yl]carbonyl}-3,4-dihydro-1H-isoquinoline-2-carboxylate C(C)OC(=O)C=1C=C(N(C1C)C)C=1C=C2CCN(CC2=CC1C(=O)N1CC2=CC=CC=C2C[C@H]1CN1CCCCC1)C(=O)OCC1=CC=CC=C1